[1,1':2',1'']terphenyl-4'-yl-amine C1(=CC=CC=C1)C=1C(=CC(=CC1)N)C1=CC=CC=C1